4-amino-6-bromo-N-[4-(methoxymethyl)phenyl]-7-(1-methylcyclopropyl)7H-pyrrolo[2,3-d]pyrimidine-5-carboxamide NC=1C2=C(N=CN1)N(C(=C2C(=O)NC2=CC=C(C=C2)COC)Br)C2(CC2)C